2-{3-[(4-methanesulfonyl-2-methoxyphenyl)amino]prop-1-yn-1-yl}-N6-methyl-N8-(1-methylpiperidin-4-yl)-3-(2,2,2-trifluoroethyl)imidazo[1,2-a]pyridine-6,8-diamine CS(=O)(=O)C1=CC(=C(C=C1)NCC#CC=1N=C2N(C=C(C=C2NC2CCN(CC2)C)NC)C1CC(F)(F)F)OC